FC1(CN(C1)C=1C=C2C(=CC=NC2=CC1)C(=O)OC)C methyl 6-(3-fluoro-3-methylazetidin-1-yl)quinoline-4-carboxylate